5-(2,2',4'-trifluoro-biphenyl-4-yl)-3,6-dihydro-2H-1,3,4-oxadiazin-2-one FC1=C(C=CC(=C1)C1=NNC(OC1)=O)C1=C(C=C(C=C1)F)F